ClC1=CC(=C(C=N1)S(=O)(=O)Cl)F 6-chloro-4-fluoropyridine-3-sulfonyl chloride